6-[[4-[1-(trifluoromethyl)vinyl]pyrazol-1-yl]methyl]-2-azaspiro[3.3]heptane-2-carboxylic acid tert-butyl ester C(C)(C)(C)OC(=O)N1CC2(C1)CC(C2)CN2N=CC(=C2)C(=C)C(F)(F)F